N-[(1R)-1-[5-(5-fluoro-2-formyl-phenyl)-2-thienyl]ethyl]-1-(1-methylpyrazol-4-yl)-6-oxo-pyridazine-3-carboxamide FC=1C=CC(=C(C1)C1=CC=C(S1)[C@@H](C)NC(=O)C1=NN(C(C=C1)=O)C=1C=NN(C1)C)C=O